(S)-6-(1-amino-1,3-dihydrospiro[indene-2,4'-piperidin]-1'-yl)-3-(2-pentyl-6,7-dihydrobenzo[b]thiophen-4-yl)-1,5-dihydro-4H-pyrazolo[3,4-d]pyrimidin-4-one N[C@@H]1C2=CC=CC=C2CC12CCN(CC2)C=2NC(C1=C(N2)NN=C1C1=CCCC=2SC(=CC21)CCCCC)=O